C(C)(C)(C)N1C=NC2=C1C=C(C=C2)C2=NN=C(O2)C=2C=CC(=C(C#N)C2)NC(C)C 5-[5-(1-tert-butyl-1H-1,3-benzodiazol-6-yl)-1,3,4-oxadiazol-2-yl]-2-[(propan-2-yl)amino]benzonitrile